[4-(1H-pyrazol-4-yl)phenyl]methanone tert-butyl-4-((2-(4-isopropylpiperidin-1-yl)pyrimidin-5-yl)amino)piperidine-1-carboxylate C(C)(C)(C)OC(=O)N1CCC(CC1)NC=1C=NC(=NC1)N1CCC(CC1)C(C)C.N1N=CC(=C1)C1=CC=C(C=C1)C=O